2,6-diaminopimelic acid sodium salt [Na+].NC(C(=O)[O-])CCCC(C(=O)[O-])N.[Na+]